(3aR,5s,6aS)-N-(6-(2-(difluoromethyl)-4-methyl-2H-indazol-5-yl)pyridazin-3-yl)-2-((tetrahydro-2H-pyran-4-yl)meth-yl-d2)octahydro-cyclopenta[c]pyrrol-5-amine FC(N1N=C2C=CC(=C(C2=C1)C)C1=CC=C(N=N1)NC1C[C@@H]2[C@@H](CN(C2)C([2H])([2H])C2CCOCC2)C1)F